N-Methyl-N-(2-(3-methylimidazo[1,2-b]pyridazin-6-yl)phenyl)acetamide CN(C(C)=O)C1=C(C=CC=C1)C=1C=CC=2N(N1)C(=CN2)C